COC(CN1CCNCC1)CCCC 1-(2-methoxyhexyl)piperazine